N-[2-(2-methoxyphenoxy)ethyl]-4-[(7-nitroquinolin-4-yl)amino]benzamide COC1=C(OCCNC(C2=CC=C(C=C2)NC2=CC=NC3=CC(=CC=C23)[N+](=O)[O-])=O)C=CC=C1